OC(C)(C)C=1SC(=CN1)S(=O)(=O)Cl 2-(1-hydroxy-1-methyl-ethyl)thiazole-5-sulfonyl chloride